tert-butyl (3S)-3-((3-(2-((6,6-dimethyl-2,4-dioxo-3-azabicyclo[3.1.0]hexan-3-yl)methyl)thieno[3,2-b]pyridin-7-yl)-5-fluoropyridin-2-yl)oxy)piperidine-1-carboxylate CC1(C2C(N(C(C12)=O)CC1=CC2=NC=CC(=C2S1)C=1C(=NC=C(C1)F)O[C@@H]1CN(CCC1)C(=O)OC(C)(C)C)=O)C